C(C)OC(=O)N1C(CN(C2=CC(=C(C=C12)C)C)C(C1=CC(=CC=C1)C1=NOC(=N1)C)=O)CC.NC=1C(=NC(=CC1C1CC1)[Sn](CCCC)(CCCC)CCCC)C(=O)N 3-amino-4-cyclopropyl-6-(tributylstannyl)pyridinamide ethyl-2-ethyl-3,4-dihydro-6,7-dimethyl-4-[3-(5-methyl-1,2,4-oxadiazol-3-yl)benzoyl]-1(2H)-quinoxalinecarboxylate